2-[4-[5-Amino-4-cyano-1-[2,2,2-trideuterio-1-(trideuteriomethyl)ethyl]pyrazol-3-yl]phenyl]-N-[3-(2,2-dimethylpropyl)isoxazol-5-yl]propanamide NC1=C(C(=NN1C(C([2H])([2H])[2H])C([2H])([2H])[2H])C1=CC=C(C=C1)C(C(=O)NC1=CC(=NO1)CC(C)(C)C)C)C#N